(S)-2-(3-(2-(3-fluoroazetidin-1-yl)ethyl)-6-oxo-4-(trifluoromethyl)pyridazine-1(6H)-yl)-4-methylpentanamide FC1CN(C1)CCC1=NN(C(C=C1C(F)(F)F)=O)[C@H](C(=O)N)CC(C)C